C(C)(C)(C)OC(C[C@@H](CNC(=O)CC[C@@H](C(=O)O)NC(=O)OCC1C2=CC=CC=C2C=2C=CC=CC12)O[Si](C)(C)C(C)(C)C)=O (2S)-4-{[(2S)-4-(tert-butoxy)-2-[(tert-butyldimethylsilyl)oxy]-4-oxobutyl]carbamoyl}-2-({[(9H-fluoren-9-yl)methoxy]carbonyl}amino)butanoic acid